COC=1C=C(N)C=CC1C1CCN(CC1)C 3-methoxy-4-(1-methylpiperidin-4-yl)aniline